COC1=CC=C(CN(C=2C=3N(C=C(N2)C=2C=C(C#N)C=CC2)N=C(N3)CC3=C(C=CC=C3)Cl)CC3=CC=C(C=C3)OC)C=C1 3-(8-(bis(4-methoxybenzyl)amino)-2-(2-chlorobenzyl)-[1,2,4]triazolo[1,5-a]pyrazin-6-yl)benzonitrile